dilauryl-β-naphthalenesulfonic acid C(CCCCCCCCCCC)C=1C(=C(C2=CC=CC=C2C1)CCCCCCCCCCCC)S(=O)(=O)O